ClC=1C=C(C(=NC1)NC(=O)C1(COC1)N(C(CCl)=O)CC1=CC=C(C=C1)Cl)F N-(5-chloro-3-fluoropyridin-2-yl)-3-[2-chloro-N-[(4-chlorophenyl)methyl]acetamido]oxetan-3-carboxamide